CN1C2=C(OC[C@@H](C1=O)NC(=O)C1=NC=CC(=C1)OC1=CC=CC=C1)C=CC(=C2)C#CC(C)(N2CCOCC2)C (S)-N-(5-methyl-7-(3-methyl-3-morpholinobut-1-yn-1-yl)-4-oxo-2,3,4,5-tetrahydrobenzo[b][1,4]oxaazepin-3-yl)-4-phenoxypyridineamide